2-((2-undecyl-1,3-dioxan-5-yl)oxy)ethan-1-ol C(CCCCCCCCCC)C1OCC(CO1)OCCO